ClC1=C(C=CC(=C1)Cl)S(=O)(=O)N1CC(C1)(O)COC1=CC(=C(C#N)C=C1)F 4-((1-((2,4-Dichlorophenyl)sulfonyl)-3-hydroxyazetidin-3-yl)methoxy)-2-fluorobenzonitrile